silver ammonia Fluoride [F-].N.[Ag+]